FC(OC1=CC=C(CN2C(NC(N=C2)=O)=O)C=C1)(F)F 1-(4-(trifluoromethoxy)benzyl)-1,3,5-triazin-2,4-dione